7-bromo-N-(2-fluorophenyl)quinazolin-4-amine BrC1=CC=C2C(=NC=NC2=C1)NC1=C(C=CC=C1)F